4-((2S,5R)-4-(1-(4-(((1S,4S)-2-oxa-5-azabicyclo[2.2.1]heptan-5-yl)methyl)phenyl)ethyl)-2,5-dimethylpiperazin-1-yl)-1-methyl-2-oxo-1,2-dihydropyrido[3,2-d]pyrimidine-6-carbonitrile [C@@H]12OC[C@@H](N(C1)CC1=CC=C(C=C1)C(C)N1C[C@@H](N(C[C@H]1C)C=1C3=C(N(C(N1)=O)C)C=CC(=N3)C#N)C)C2